FC1=C(C=CC(=C1)F)C1=CC2=C(C(N(C=C2C2=CC(N(C=C2C2=C3COCC3=CC=C2)C)=O)C)=O)N1 2-(2,4-difluorophenyl)-4-(5-(1,3-dihydroisobenzofuran-4-yl)-1-methyl-2-oxo-1,2-dihydropyridin-4-yl)-6-methyl-1,6-dihydro-7H-pyrrolo[2,3-c]pyridin-7-one